(E)-6-(naphthalen-2-yl)imidazo[2,1-b]thiazole-5-carbaldehyde O-benzyl oxime C(C1=CC=CC=C1)O\N=C\C1=C(N=C2SC=CN21)C2=CC1=CC=CC=C1C=C2